4,6-xylylene diisocyanate C1=CC=C(C=C1CN=C=O)CN=C=O